2-hydroxyethyl 2-{4-[(2-{3-[(4-methanesulfonylphenyl) amino]prop-1-yn-1-yl}-1-(2,2,2-trifluoroethyl)-1H-indol-4-yl)amino] piperidin-1-yl}acetate CS(=O)(=O)C1=CC=C(C=C1)NCC#CC=1N(C2=CC=CC(=C2C1)NC1CCN(CC1)CC(=O)OCCO)CC(F)(F)F